CC1=CC(=O)C(C1(C)C)CC(=O)O The molecule is a 4-oxo monocarboxylic acid that is acetic acid in which one of the methyl hydrogens is substituted by a 2,2,3-trimethyl-5-oxocyclopent-3-en-1-yl group. It is a 4-oxo monocarboxylic acid and a cyclic ketone. It derives from an acetic acid. It is a conjugate acid of a (2,2,3-trimethyl-5-oxocyclopent-3-en-1-yl)acetate.